COC(=O)C1=CN(C(C=C1O)=O)C1(CC1)C(F)F (1-(difluoromethyl)cyclopropyl)-4-hydroxy-6-oxo-1,6-dihydropyridine-3-carboxylic acid methyl ester